C(CC)O[Sn] propoxytin